BrC=1C=C(OC2=C(OC3=C(C(=CC=C3C2=O)O)O)C(F)(F)F)C=CC1 3-(3-Bromophenoxy)-7,8-dihydroxy-2-(trifluoromethyl)-4H-chromen-4-one